4-cyclopropoxy-2-methoxy-3-nitropyridine C1(CC1)OC1=C(C(=NC=C1)OC)[N+](=O)[O-]